C(C#CCCCCCC)O 2-nonyn-1-ol